The molecule is an alkylglucosinolate that is the conjugate base of propylglucosinolic acid. It is a conjugate base of a propylglucosinolic acid. CCC/C(=N/OS(=O)(=O)[O-])/S[C@H]1[C@@H]([C@H]([C@@H]([C@H](O1)CO)O)O)O